sodium acetamido-methylene phosphonate P1(OC(NC(C)=O)O1)=O.[Na]